N1N=C(C=C1)C(=O)N1CCN(CC1)C1=NC=C(C=N1)C(F)(F)F (1H-pyrazol-3-yl)(4-(5-(trifluoromethyl)pyrimidin-2-yl)piperazin-1-yl)methanone